C(C)OC=1C2=CC=CC=C2C=C2C=CC=CC12 9-ethoxyanthracene